1-{5-[(2,5-Difluorobenzyl)oxy]-1-(3,3-dimethylbutyl)-1H-pyrazol-3-yl}-N-methylmethanamine monocitrate C(CC(O)(C(=O)O)CC(=O)O)(=O)O.FC1=C(COC2=CC(=NN2CCC(C)(C)C)CNC)C=C(C=C1)F